(hydroxyethyloxy)tri(ethyloxy)octane CCCCCCCCOCCOCCOCCOCCO